endo-acrylonitrile C(C=C)#N